N=1C=CN2C1C=CC(=C2)C=2C=CN1N=C(N=CC12)NCCOC 5-(imidazo[1,2-a]pyridin-6-yl)-N-(2-methoxyethyl)pyrrolo[2,1-f][1,2,4]triazin-2-amine